Cl.N[C@H]1C(CCC[C@@H]1C1=C(C2=NC(=CC(=C2S1)NCC=1SC=CC1)Cl)Br)=O (2r,3s)-2-amino-3-(3-bromo-5-chloro-7-((thiophen-2-ylmethyl)amino)thieno[3,2-b]pyridin-2-yl)cyclohexan-1-one hydrochloride